3-amino-N-[(6S)-2-[(3R,4S)-3-amino-4-(difluoromethyl)pyrrolidin-1-yl]-5,6,7,8-tetrahydroquinazolin-6-yl]-6-methylthieno[2,3-b]pyridine-2-carboxamide NC1=C(SC2=NC(=CC=C21)C)C(=O)N[C@@H]2CC=1C=NC(=NC1CC2)N2C[C@@H]([C@H](C2)C(F)F)N